1-(tert-butoxycarbonyl)-6-(4-fluorobenzyl)-3,3-dimethyl-2,3-dihydro-1H-pyrrolo[3,2-b]pyridine 4-oxide C(C)(C)(C)OC(=O)N1CC(C2=[N+](C=C(C=C21)CC2=CC=C(C=C2)F)[O-])(C)C